5-(2,2-difluoroethyl)-2-[5-fluoro-2-(methylsulfanyl)pyrrolo[2,1-f][1,2,4]triazin-7-yl]pyridine FC(CC=1C=CC(=NC1)C1=CC(=C2C=NC(=NN21)SC)F)F